C(C1=CC=CC=C1)N1C(=N[C@@H](C1)C(=O)OC)CC1=CC(=CC=C1)C(F)(F)F Methyl (S)-1-benzyl-2-(3-(trifluoromethyl)benzyl)-4,5-dihydro-1H-imidazole-4-carboxylate